C(C=C)C1(CCN(CC1)C(=O)OC(C)(C)C)O Tert-Butyl 4-Allyl-4-Hydroxypiperidine-1-Carboxylate